ClC1=NC(=C(C(=N1)Cl)C=O)C 2,4-dichloro-6-methylpyrimidine-5-carbaldehyde